(S or R)-2-((1H-pyrrolo[2,3-b]pyridin-5-yl)oxy)-4-(2-(2-(2-cyclopropylphenyl)-4-methylpiperazin-1-yl)-7-azaspiro[3.5]nonan-7-yl)benzoic acid N1C=CC=2C1=NC=C(C2)OC2=C(C(=O)O)C=CC(=C2)N2CCC1(CC(C1)N1[C@H](CN(CC1)C)C1=C(C=CC=C1)C1CC1)CC2 |o1:27|